(R/S)-6-(3-Chlorophenyl)-3-methyl-1-(oxetan-2-ylmethyl)imidazo[4,5-b]pyridin-2-on ClC=1C=C(C=CC1)C=1C=C2C(=NC1)N(C(N2C[C@@H]2OCC2)=O)C |r|